[15NH2][C@@H](CC(N)=O)C(=O)O asparagine-15N